N[C@H]1CC(=O)OC1=O Z-aspartic anhydride